FC(S(=O)(=O)OC1=C2C(CC(OC2=CC(=C1)C)=O)(C)C)(F)F 4,4,7-trimethyl-2-oxochroman-5-yl trifluoromethanesulfonate